(2S,3S)-1-(tert-Butoxycarbonyl)-5-fluoroindoline-2,3-dicarboxylic acid C(C)(C)(C)OC(=O)N1[C@@H]([C@H](C2=CC(=CC=C12)F)C(=O)O)C(=O)O